C(CC1=CC=CC=C1)NCCCCC1CCCC1 5-(4-(phenethylamino)butyl)cyclopentane